4-((2S,4S)-4-ethoxy-1-((5-methoxy-7-methyl-1H-indol-4-yl)amino)piperidin-2-yl)benzoic acid C(C)O[C@@H]1C[C@H](N(CC1)NC1=C2C=CNC2=C(C=C1OC)C)C1=CC=C(C(=O)O)C=C1